ClC=1C2=C(N=CN1)SC(=C2)C2=CC=CC=C2 4-chloro-6-phenylthieno[2,3-d]pyrimidine